OCCCC(=O)[O-] 4-hydroxy-butyrate